Ethyl 5-(difluoromethyl)-1-(3-methyl-3-((trimethylsilyl)oxy)butyl)-1H-pyrazole-4-carboxylate FC(C1=C(C=NN1CCC(C)(O[Si](C)(C)C)C)C(=O)OCC)F